4,4,4-trifluoro-1-[4-[2-(trifluoromethyl)-3-pyridinyl]-1-piperidinyl]butan-1-one FC(CCC(=O)N1CCC(CC1)C=1C(=NC=CC1)C(F)(F)F)(F)F